NC1=CC=C(CNC23CNCCNCC(CNCCNC2)(CNCCNC3)N)C=C1 1-N-(4-aminobenzyl)-3,6,10,13,16,19-hexaazabicyclo[6.6.6]-eicosan-1,8-diamine